C1(CC1)S(=O)(=O)NC1=CC(=C(C(=O)NC2=NC(=NC(=C2)C)N2CCC(CC2)(F)F)C=C1)N1CCC2(CC2)CC1 4-(Cyclopropanesulfonamido)-N-(2-(4,4-difluoropiperidin-1-yl)-6-methylpyrimidin-4-yl)-2-(6-azaspiro[2.5]octan-6-yl)benzamide